(S)-5-methyl-3-((R)-1,1,1-trifluoro-2-hydroxypropan-2-yl)-5,6-dihydroimidazo[1,5-a]pyrazolo[5,1-c]pyrazine-9-ol C[C@H]1CN2C(C=3N1C(=NC3)[C@@](C(F)(F)F)(C)O)=CC(=N2)O